CC1=C(C=C(C(=C1)O)CCCCCCCCCCCCCCCCCC)O 2-methyl-5-octadecyl-1,4-benzenediol